FC1=C(C(=CC=C1)F)[C@H](C)NC=1C=CN(CN1)C(C)C (S)-6-((1-(2,6-difluorophenyl)ethyl)amino)-3-isopropylpyrimidine